3-(2-(5-(4-fluorobenzylidene)-3-(4-methoxyphenyl)-4-oxothiazolidine-2-ylidene)hydrazono)-5-chloro-1H-indol-2-one FC1=CC=C(C=C2C(N(C(S2)=NN=C2C(NC3=CC=C(C=C23)Cl)=O)C2=CC=C(C=C2)OC)=O)C=C1